N-(2-methyl-1-((3-methylpyridin-2-yl)oxy)propan-2-yl)-2-(1-methylpyrrolidin-2-yl)acetamide CC(COC1=NC=CC=C1C)(C)NC(CC1N(CCC1)C)=O